CC=1C=C2C(C=C(OC2=C(C1)C(C)NC1=C(C(=O)O)C=CC=C1)C=1C=C2CC(N(C2=CC1)C)=O)=O 2-[1-[6-Methyl-2-(1-methyl-2-oxo-indolin-5-yl)-4-oxo-chromen-8-yl]ethylamino]benzoic acid